2,2,2-trifluoroethylethylene glycol FC(CC(CO)O)(F)F